N1C=CC=2C1=NC=CC2C2=NC=CC(=N2)NC2(CCC2)C#N 1-((2-(1H-pyrrolo[2,3-b]pyridin-4-yl)pyrimidin-4-yl)amino)cyclobutanenitrile